C(C)(C)(C)C1=CC=C(C=C1)C1=NC(=C(C(=N1)O)C(=O)O)C 2-(4-(tert-butyl)phenyl)-4-hydroxy-6-methylpyrimidine-5-carboxylic acid